(3-glycidyl-propoxy)trimethoxysilane C(C1CO1)CCCO[Si](OC)(OC)OC